FC(CC=1C=NN2C1C=CC=C2)(F)F 3-(2,2,2-trifluoroethyl)pyrazolo[1,5-a]pyridine